C(C(=C)C)(=O)C(C)(C)O[Si](OC(C)C)(OC(C)C)CCC Methacryloyl-propyl-triisopropoxysilane